ClC1=NC=C(C(=N1)NC1COC1)N 2-chloro-N4-(oxetan-3-yl)pyrimidine-4,5-diamine